C1(CCC1)CN(C(=O)N1CCCCC1)C1=CC=C(C=C1)OC(F)(F)F N-(cyclobutylmethyl)-N-(4-(trifluoromethoxy)phenyl)piperidine-1-carboxamide